ClC1=CC=C(C(=N1)C(=O)O)NC(C)C=1C=C(C=C2C(C(=C(OC12)C1=CC=C(C=C1)OC)C)=O)C 6-chloro-3-((1-(2-(4-methoxyphenyl)-3,6-dimethyl-4-oxo-4H-chromen-8-yl)ethyl)amino)picolinic acid